6-bromo-2-(2-chloro-6-fluoro-phenyl)-7-fluoro-4-isopropyl-2,3-dihydro-1,4-benzoxazine BrC=1C(=CC2=C(N(CC(O2)C2=C(C=CC=C2F)Cl)C(C)C)C1)F